(S)-2-((4-(6-((5-Fluoro-1-(2-methoxyethyl)-1H-indazol-6-yl)methoxy)pyridine-2-yl)piperidin-1-yl)methyl)-1-(oxetan-2-ylmethyl)-1H-benzo[d]imidazole-6-carboxylate FC=1C=C2C=NN(C2=CC1COC1=CC=CC(=N1)C1CCN(CC1)CC1=NC2=C(N1C[C@H]1OCC1)C=C(C=C2)C(=O)[O-])CCOC